OC1[C@H](O)[C@@H](O)[C@H](O1)[C@H](O)CO glucofuranose